CNC1=CC=C(C=C1)NC N,N'-di-methyl-p-phenylenediamine